NC1=NC2=CC=C(C=C2C=C1Br)C(=O)N(C(C)C1=NC=CC=N1)CC=1C=C2C(=CN1)OCCC2 2-amino-3-bromo-N-((3,4-dihydro-2H-pyrano[2,3-c]pyridin-6-yl)methyl)-N-(1-(pyrimidin-2-yl)ethyl)quinoline-6-carboxamide